ClCC1=CC=C(C=C1)N1N=C(C=C1C)C(F)(F)F 1-(4-(chloromethyl)phenyl)-5-methyl-3-(trifluoromethyl)-1H-pyrazole